COC(=O)C12OCC(CC1)(CC2)C(=O)O (methoxycarbonyl)-2-oxabicyclo[2.2.2]octane-4-carboxylic acid